FC(C1=CC=C(C=C1)NC1=C2CCN(CC2=CC=C1)C(=O)OC(C)(C)C)(F)F tert-butyl 5-{[4-(trifluoromethyl)phenyl]amino}-1,2,3,4-tetrahydroisoquinoline-2-carboxylate